(1S,3R)-1-(4-bromo-2,6-difluorophenyl)-2-(2,2-difluoropropyl)-3,5-dimethyl-1,2,3,4-tetrahydroisoquinolin-6-amine BrC1=CC(=C(C(=C1)F)[C@H]1N([C@@H](CC2=C(C(=CC=C12)N)C)C)CC(C)(F)F)F